N-[1-(5-Chloro-6-pyridin-2-ylpyridin-2-yl)piperidin-4-yl]-2-hydroxyethanesulfonamid ClC=1C=CC(=NC1C1=NC=CC=C1)N1CCC(CC1)NS(=O)(=O)CCO